C(=O)(OC(C)(C)C)N([C@@H](C)C(=O)O)C=1C2=CC=CC=C2C=C2C=CC=CC12 Boc-(9-anthryl)alanine